diamino-4,4'-difluorobenzophenone NC=1C(=C(C(=O)C2=CC=C(C=C2)F)C=CC1F)N